tert-butyl (2R,3S,4S)-4-[(tert-butoxycarbonyl)oxy]-3-{[(1H-imidazol-4-ylmethyl)carbamoyl]oxy}-2-[(4-methoxyphenyl)methyl]pyrrolidine-1-carboxylate C(C)(C)(C)OC(=O)O[C@@H]1[C@H]([C@H](N(C1)C(=O)OC(C)(C)C)CC1=CC=C(C=C1)OC)OC(NCC=1N=CNC1)=O